COC1=C2C=CC(OC2=CC=C1CCC(=C)C)=O 5-methoxy-6-isopentenyl-coumarin